FC(S(=O)(=O)OC1=NC2=CC=C(C=C2C=C1)C=1N=C(C=2N(C1)C=C(N2)C)C)(F)F [6-(2,8-dimethylimidazo[1,2-a]pyrazin-6-yl)-2-quinolinyl] trifluoromethanesulfonate